2-(6-(((1R,5S,6s)-3-azabicyclo[3.1.0]hexan-6-yl)(methyl)amino)pyridazin-3-yl)-5-(1H-pyrazol-4-yl)phenol [C@@H]12CNC[C@H]2C1N(C1=CC=C(N=N1)C1=C(C=C(C=C1)C=1C=NNC1)O)C